7-[(1R)-2-(2-{3-[2-(2-chloro-phenyl)-ethylamino]-propylsulfanyl}ethylamino)-1-hydroxyethyl]-4-hydroxy-3H-benzothiazol-2-one ClC1=C(C=CC=C1)CCNCCCSCCNC[C@H](O)C1=CC=C(C=2NC(SC21)=O)O